diisopropyl-(methoxy)borane C(C)(C)B(OC)C(C)C